N-(5-(2-Chloro-5-(difluoromethyl)benzoyl)-5,6-dihydro-4H-pyrrolo[3,4-d]thiazol-2-yl)-4-(5-cyano-2-methoxyphenyl)-6-methyl-nicotinamide ClC1=C(C(=O)N2CC=3N=C(SC3C2)NC(C2=CN=C(C=C2C2=C(C=CC(=C2)C#N)OC)C)=O)C=C(C=C1)C(F)F